O=C1NC(CC[C@H]1N1C(C2=CC=C(C=C2C1)CNC(=O)NC1=CC=C(C=C1)OC1CC(C1)CO)=O)=O |r| rac-1-((2-(2,6-Dioxopiperidin-3-yl)-1-oxoisoindolin-5-yl)methyl)-3-(4-((1r,3r)-3-(hydroxymethyl)cyclobutoxy)phenyl)urea